ClC1=C(C=CC=C1)C1=NC=2N(C(N(C(C2N1C1=CC=C(C=C1)Cl)=O)CC(=O)OC)=O)CC1CCNCC1 methyl 2-[8-(2-chlorophenyl)-7-(4-chlorophenyl)-2,6-dioxo-3-(piperidin-4-ylmethyl)purin-1-yl]acetate